CC(P(O)(O)=O)C.CP(OC)(OC)=O dimethyl methylphosphonate (dimethyl methyl phosphonate)